NC1=NC=C(C=C1O[C@H](C)C=1C(=C(C=CC1)NC(C1=CC(=CC=C1)S(=O)(=O)C)=O)C)Cl (R)-N-(3-(1-((2-Amino-5-chloropyridin-3-yl)oxy)ethyl)-2-methylphenyl)-3-(methylsulfonyl)benzamid